[3-(difluoromethyl)phenyl]methylamine hydrochloride Cl.FC(C=1C=C(C=CC1)CN)F